(Z)-3-(1-(4-amino-2-fluorobut-2-en-1-yl)-6-fluoro-1H-benzo[d]imidazol-4-yl)-N-cyclopropylbenzenesulfonamide hydrochloride Cl.NC\C=C(\CN1C=NC2=C1C=C(C=C2C=2C=C(C=CC2)S(=O)(=O)NC2CC2)F)/F